C1(CC1)C1=NC=NC(=C1C=1N=C(C2=C(N1)NC=C2)OCC2=CC=C(C=C2)C=2N(C=C(N2)C(F)(F)F)C2CC2)OC 2-(4-cyclopropyl-6-methoxy-pyrimidin-5-yl)-4-[[4-[1-cyclopropyl-4-(trifluoromethyl)imidazol-2-yl]phenyl]methoxy]-7H-pyrrolo[2,3-d]pyrimidine